4-(bromomethyl)-1-(difluoromethyl)-2-fluorobenzene BrCC1=CC(=C(C=C1)C(F)F)F